cis-N-cyclopropylmethyl-2-(2,4-dichlorophenyl)cyclobutane-1-amine C1(CC1)CN[C@H]1[C@H](CC1)C1=C(C=C(C=C1)Cl)Cl